triphenylphosphine carbonate C(O)(O)=O.C1(=CC=CC=C1)P(C1=CC=CC=C1)C1=CC=CC=C1